BrC1=CC=C(C=C1)/C(=C/COC1=CC(=C(OCC(=O)OC)C=C1)C)/C1=CC=C(C=C1)F methyl (E)-[4-[3-(4-bromophenyl)-3-(4-fluorophenyl)allyloxy]-2-methylphenoxy]acetate